2,2,2-trifluoro-N-isopropylacetamide hydrochloride Cl.FC(C(=O)NC(C)C)(F)F